3-(5-(4-(((2S,3R)-3-hydroxy-2-methylazetidin-1-yl)methyl)pyridin-2-yl)-1-oxoisoindolin-2-yl)piperidine-2,6-dione O[C@H]1[C@@H](N(C1)CC1=CC(=NC=C1)C=1C=C2CN(C(C2=CC1)=O)C1C(NC(CC1)=O)=O)C